ClC=1C=C(C(=O)NC=2C=NC3=CC=CC=C3C2N2CCN(CC2)C2=CC=C(C=C2)OC)C=CC1 3-chloro-N-(4-(4-(4-methoxyphenyl)piperazine-1-yl)quinoline-3-yl)-benzamide